O=C1NC(CCC1N1C(C2=CC=CC(=C2C1)C#CCCCCCN1CCN(CC1)C1=CC=C(C(=O)N2CCC(CC2)CCCCNC(\C=C\C2=NC=CN=C2)=O)C=C1)=O)=O (E)-N-(4-(1-(4-(4-(7-(2-(2,6-dioxopiperidin-3-yl)-1-oxoisoindolin-4-yl)hept-6-yn-1-yl)piperazin-1-yl)benzoyl)piperidin-4-yl)butyl)-3-(pyrazin-2-yl)acrylamide